BrC=1C=C2C(=NC1OCC(CO)OC)N(C=C2)COCC[Si](C)(C)C 3-(5-bromo-1-((2-(trimethylsilyl)ethoxy)methyl)-1H-pyrrolo[2,3-b]Pyridin-6-yloxy)-2-methoxypropan-1-ol